((3-(3,6-dihydro-2H-pyran-4-yl)-2-(2,2,2-trifluoroethoxy)phenyl)amino)pyrazine-2-carboxamide O1CCC(=CC1)C=1C(=C(C=CC1)NC=1C(=NC=CN1)C(=O)N)OCC(F)(F)F